N1(N=CC=C1)CC=1C=CC(=NC1OC)C(=O)NS(=O)(=N)C1=C(C=C(C=C1)OC)OC 5-((1H-pyrazol-1-yl)methyl)-N-(2,4-dimethoxyphenylsulfonimidoyl)-6-methoxypicolinamide